CC=1C2=CC=C3C(=C2C(=C2C=CC=CC12)C)C=CC=C3 7,12-dimethyl-benz[a]anthracene